S1CC(CCC1)C=O TETRAHYDRO-THIOPYRAN-3-CARBALDEHYDE